SC(COCCO)O mercapto-diethylene glycol